imidazolineamide peroxyacetate C(C)(=O)OO.N1(C=NCC1)C(=O)N